2,3-dihydroxypropyl carbamate C(N)(OCC(CO)O)=O